C1(=CC=C(C=C1)CC(=O)Cl)C1=CC=C(C=C1)CC(=O)Cl 4,4'-biphenyldiacetyl chloride